C(C)C1=CC=C2C=NC(=NC2=C1C=1C=C(C=CC1)NC(C=C)=O)NC=1C=NC(=CC1)N1CCOCC1 N-(3-(7-ethyl-2-((6-morpholinylpyridin-3-yl)amino)quinazolin-8-yl)phenyl)acrylamide